N-(4-([1,2,4]triazolo[1,5-a]pyridin-7-yloxy)-3-methylphenyl)-3-fluoro-6-methoxy-1,5-naphthyridin-4-amine N=1C=NN2C1C=C(C=C2)OC2=C(C=C(C=C2)NC2=C(C=NC1=CC=C(N=C21)OC)F)C